4-Methyl-1-piperazinebutanamine CN1CCN(CC1)CCCCN